4-(1-(4-methoxybenzyl)-4-((tetrahydro-2H-pyran-4-yl)amino)-1H-pyrazolo[4,3-c]pyridin-3-yl)-6-(trifluoromethyl)nicotinic acid COC1=CC=C(CN2N=C(C=3C(=NC=CC32)NC3CCOCC3)C3=CC(=NC=C3C(=O)O)C(F)(F)F)C=C1